C(CCCCC)SCC(CCCCCC(CCCCCC(CSCCCCCC)C(C(=O)[O-])CC1CCCCC1)O)C(C(=O)[O-])CC1CCCCC1 1,15-bis(hexylthio)-8-hydroxypentadecane-2,14-diylbis(3-cyclohexylpropionate)